O=C1NC(CCC1C1=NN(C2=C(C=CC=C12)OCC(=O)NC1=NON=C1C)C)=O 2-((3-(2,6-dioxopiperidin-3-yl)-1-methyl-1H-indazol-7-yl)oxy)-N-(4-methyl-1,2,5-oxadiazol-3-yl)acetamide